FC=1C=C(C=CC1F)N1C2=C(C=3C(=CC=CC13)O)C1(OCC2(C)C)CC(N(CC1)CC(=O)O)=O 2-(5'-(3,4-difluorophenyl)-9'-hydroxy-4',4'-dimethyl-2-oxo-4',5'-dihydro-3'H-spiro[piperidine-4,1'-pyrano[4,3-b]indol]-1-yl)acetic acid